5-cycloheptenyl-1,3-cyclopentadiene C1(=CCCCCC1)C1C=CC=C1